(R)-3-(2-Ethoxypyrimidin-5-yl)-3-(5-(2-(5,6,7,8-tetrahydro-1,8-naphthyridin-2-yl)ethoxy)-1H-indazol-1-yl)propanoic acid C(C)OC1=NC=C(C=N1)[C@@H](CC(=O)O)N1N=CC2=CC(=CC=C12)OCCC1=NC=2NCCCC2C=C1